C(CCCC\C=C/CC)O (Z)-6-NONEN-1-OL